CC1(C2(C(NC(C12C#N)=O)=O)C#N)C 6,6-dimethyl-2,4-dioxo-3-azabicyclo[3.1.0]hexane-1,5-dinitrile